NC1(CN(CN(C1)CC(CCCC)CC)CC(CCCC)CC)C 5-amino-1,3-bis(2-ethyl-hexyl)-5-methyl-hexahydropyrimidine